(R)-N-(5-((6-(3-(3-fluoro-5-(pyridin-2-ylmethoxy)phenyl)isoxazolidin-2-yl)pyrimidine-4-yl)amino)-4-methoxy-2-(4-methylpiperazin-1-yl)phenyl)acrylamide FC=1C=C(C=C(C1)OCC1=NC=CC=C1)[C@@H]1N(OCC1)C1=CC(=NC=N1)NC=1C(=CC(=C(C1)NC(C=C)=O)N1CCN(CC1)C)OC